C(C)OC1=CC=C(C=N1)[C@H](C(F)F)NS(=O)C(C)(C)C N-[(1R)-1-(6-ethoxypyridin-3-yl)-2,2-difluoroethyl]-2-methylpropane-2-sulfinamide